O1[C@@H](C=CC1)[C@]1(CN(CC1)CC1=CC=C(C=C1)NC(C)=O)CCC1=CC=CC=C1 N-(4-(((R)-3-((S)-2,5-dihydrofuran-2-yl)-3-phenethylpyrrolidin-1-yl)methyl)phenyl)acetamide